COC(=O)C=1C(=NC(=NC1C)C1=CC=C(C=C1)OC1CCCCC1)C.BrC1=C(O)C(=C(C(=C1Br)O)Br)Br 2,3,5,6-tetrabromohydroquinone methyl-2-(4-(cyclohexyloxy)phenyl)-4,6-dimethylpyrimidine-5-carboxylate